C1=CC=C(C=C1)[As]=O The molecule is an arsine oxide derived from phenylarsine. It has a role as an EC 3.1.3.48 (protein-tyrosine-phosphatase) inhibitor, an apoptosis inducer and an antineoplastic agent.